cyclopentylmethylenesilylene-bis(2-methyl-4,7-diethylinden-1-yl)hafnium C1(CCCC1)C=[Si]=[Hf](C1C(=CC2=C(C=CC(=C12)CC)CC)C)C1C(=CC2=C(C=CC(=C12)CC)CC)C